CC=1S(C(=CC1)C)C1=C(C2=C(S1)C=CC=C2)S2C(=CC=C2C)C 2,3-bis(2,5-dimethyl-thien-1-yl)benzo[B]Thiophene